(3-((2-(2,6-dioxopiperidin-3-yl)-1,3-dioxoisoindolin-5-yl)amino)propyl)picolinamide O=C1NC(CCC1N1C(C2=CC=C(C=C2C1=O)NCCCC=1C(=NC=CC1)C(=O)N)=O)=O